8-(4-Isopropylphenyl)guanosine C(C)(C)C1=CC=C(C=C1)C=1N([C@H]2[C@H](O)[C@H](O)[C@@H](CO)O2)C=2N=C(NC(C2N1)=O)N